O=S1(CC(CC1)NC(=O)C1=CC=C2C(=CN(C2=C1)C1=CC=C(C=C1)F)C1=CC=C(C=C1)C)=O N-(1,1-dioxidotetrahydrothiophen-3-yl)-1-(4-fluorophenyl)-3-(4-methylphenyl)-1H-indole-6-carboxamide